O[C@H]1C[C@@H](OC1(CO)CO)N1C(NC(C(=C1)C)=O)=O 1-((2R,4S)-4-hydroxy-5,5-bis(hydroxymethyl)tetrahydrofuran-2-yl)-5-methylpyrimidine-2,4(1H,3H)-dione